FC([C@H]1N(C(SC1)=C=O)C=1N=C2N(CCOC3=C2C=CC(=C3)N([C@H](C(=O)N)C)C)C1)F (S)-2-((2-((R)-4-(difluoromethyl)-2-carbonylthiazolidin-3-yl)-5,6-dihydrobenzo[f]imidazo[1,2-d][1,4]oxazepin-9-yl)(methyl)amino)propionamide